NC1=CC=CC(=N1)S(=O)(=O)NC(=O)C=1C(=NC(=CC1)C1=CC(=CC(=C1)OCC(C)C)F)N1C[C@H](CC1)C N-[(6-Amino-2-pyridyl)sulfonyl]-6-(3-fluoro-5-isobutoxyphenyl)-2-[(3S)-3-methylpyrrolidin-1-yl]pyridin-3-carboxamid